[5-(3-chloro-6-fluoro-2-vinyl-phenyl)-1,3-dimethyl-6-oxo-pyridazin-4-yl]2-methylpropanoate ClC=1C(=C(C(=CC1)F)C1=C(C(=NN(C1=O)C)C)OC(C(C)C)=O)C=C